N-ethyl-hydroxyl-exo-norbornene-2,3-dicarboximide C(C)N1C(=O)C=2C3(CCC(C2C1=O)C3)O